C(C)[C@H]1N(CC2=CC(=CC(=C2C1)F)C(=O)OC)C1CC2(C1)CCN(CC2)C methyl (3R)-3-ethyl-5-fluoro-2-(7-methyl-7-azaspiro[3.5]nonan-2-yl)-3,4-dihydro-1H-isoquinoline-7-carboxylate